ClC=1C=CC2=CN(N=C2C1)CC1CC(C1)(F)F 6-chloro-2-((3,3-difluorocyclobutyl)methyl)-2H-indazol